1-(5-(5-chloro-2-((3-methoxy-4-(4-methylpiperazin-1-yl)phenyl)amino)pyrimidin-4-yl)thiazol-2-yl)azepin-3-ol ClC=1C(=NC(=NC1)NC1=CC(=C(C=C1)N1CCN(CC1)C)OC)C1=CN=C(S1)N1C=C(C=CC=C1)O